2-((5-(4-(tert-butyl)phenyl)-4-(4-methoxyphenyl)-4H-1,2,4-triazol-3-yl)thio)-1-(p-tolyl)propan-1-one C(C)(C)(C)C1=CC=C(C=C1)C=1N(C(=NN1)SC(C(=O)C1=CC=C(C=C1)C)C)C1=CC=C(C=C1)OC